FC1=C(C(=CC=2CCC(CC12)CNCCO)O)N1CC(NS1(=O)=O)=O 5-(1-fluoro-3-hydroxy-7-{[(2-hydroxyethyl)amino]methyl}-5,6,7,8-tetrahydronaphthalen-2-yl)-1λ6,2,5-thiadiazolidine-1,1,3-trione